FC12CCC(CC1)(C2)C(=O)N2C[C@H]1OC3=C([C@@H]2C1)C=NC=C3C#CC=3C=C(C=CC3)CC#N 2-(3-(((2S,5S)-4-(4-fluorobicyclo[2.2.1]heptane-1-carbonyl)-2,3,4,5-tetrahydro-2,5-methanopyrido[3,4-f][1,4]oxazepin-9-yl)ethynyl)phenyl)acetonitrile